C1CCC(CC1)C1=CC=C(C=C1)N1C(OCC1)=O (R)-4-p-cyclohexylphenyl-2-oxazolidinone